[rac-(3R)-1-methylpyrrolidin-3-yl] 2-[1-[4-[[4-[[2-(6-methyl-2-pyridyl)pyrimidin-4-yl]amino]pyrimidin-2-yl]amino]phenyl]piperazin-2-yl]acetate CC1=CC=CC(=N1)C1=NC=CC(=N1)NC1=NC(=NC=C1)NC1=CC=C(C=C1)N1C(CNCC1)CC(=O)O[C@H]1CN(CC1)C |r|